COC1=C(CN[C@@H]2[C@@H](NCCC2)C2=CC=CC=C2)C=CC(=C1)S(F)(F)(F)(F)F (2S,3S)-N-(2-methoxy-4-(pentafluorosulfanyl)benzyl)-2-phenylpiperidin-3-amine